C(C)OC1(CCC(CC1)NC(=O)C1C[C@H]2CC[C@@H](C1)N2C(=O)C2=NNC(=C2)C2=CC(=NC=C2F)OC)C(F)(F)F (1r,3s,5s)-N-((1s,4s)-4-ethoxy-4-(trifluoromethyl)cyclohexyl)-8-(5-(5-fluoro-2-methoxypyridin-4-yl)-1H-pyrazole-3-carbonyl)-8-azabicyclo[3.2.1]octane-3-carboxamide